C(CCC)OC(CC(=O)CCC)=O n-butylethylacetoacetate